C1=C(C=CC2=CC=CC=C12)C(=O)N[C@@H](C(=O)N1[C@@H](C[C@H](C1)O)C(=O)OC)CC1CCCCC1 methyl (2S,4R)-1-((R)-2-(2-naphthoylamino)-3-cyclohexylpropionyl)-4-hydroxypyrrolidine-2-carboxylate